CS(=O)(=O)C1=CC=C(OC2CCC(CC2)N)C=C1 4-(4-(methylsulfonyl)phenoxy)cyclohexan-1-amine